O[C@H](COC=1C=C(C=CC1)S(=O)(=O)NC)CNC1COC2(C1)CCN(CC2)S(=O)(=O)C=2SC(=CC2)C2=CC=CC=C2 3-((2S)-2-hydroxy-3-(8-(5-phenylthiophen-2-ylsulfonyl)-1-oxa-8-azaspiro[4.5]dec-3-ylamino)propoxy)-N-methylbenzenesulfonamide